tert-butyl 4-(6-(pyrazolo[1,5-a]pyridin-2-ylmethoxy)pyridin-2-yl)piperidine-1-carboxylate N1=C(C=C2N1C=CC=C2)COC2=CC=CC(=N2)C2CCN(CC2)C(=O)OC(C)(C)C